ClC=1C=C(C=C(C1OC=1C=C2C(=CC(=NC2=CC1)C1=NC=C(C=C1)Br)C)Cl)N1N=C(C(NC1=O)=O)C#N 2-(3,5-Dichloro-4-((4-methyl-2-(5-bromopyridin-2-yl)quinolin-6-yl)oxy)phenyl)-3,5-dioxo-2,3,4,5-tetrahydro-1,2,4-triazine-6-carbonitrile